1-nitro-3,5-bis(trifluoromethyl)benzene tert-butyl-(6-oxo-2-oxa-7-azaspiro[4.4]nonan-7-yl)carbamate C(C)(C)(C)N(C(O)=O)N1C(C2(CCOC2)CC1)=O.[N+](=O)([O-])C1=CC(=CC(=C1)C(F)(F)F)C(F)(F)F